Bis(naphthalen-1-yl)-N,N'-Bis(phenyl)-2,2'-dimethylbenzidine C1(=CC=CC2=CC=CC=C12)N(C1=CC(=C(C2=C(C=C(N(C3=CC=CC=C3)C3=CC=CC4=CC=CC=C34)C=C2)C)C=C1)C)C1=CC=CC=C1